9-chloro-2-methyl-5-(4-methylpiperazin-1-yl)pyrido[3,2-e][1,2,4]triazolo[1,5-c]pyrimidine ClC1=CC=2C=3N(C(=NC2N=C1)N1CCN(CC1)C)N=C(N3)C